C(C)N1N=C(C2=C1C(NCC1(CCOCC1)C2)=O)C[C@H](COC(C2=CC(=CC=C2)C)=O)C 3-Methylbenzoic acid [(2R)-3-(1-ethyl-8-oxo-spiro[6,7-dihydro-4H-pyrazolo[3,4-c]azepin-5,4'-tetrahydropyran]-3-yl)-2-methyl-propyl] ester